P(=O)(O)(O)O.C1(CCCC1)[C@@H](CC#N)N1N=CC(=C1)C=1C2=C(N=CN1)NC=C2 (R)-3-cyclopentyl-3-[4-(7H-pyrrolo[2,3-d]pyrimidin-4-yl)-1H-pyrazol-1-yl]propanenitrile phosphate